3,9-diazaspiro[5.5]undecane hydrochloride Cl.C1CNCCC12CCNCC2